3-(perfluoro-n-octyl) propylene oxide FC(C(C(C(C(C(C(C(F)(F)F)(F)F)(F)F)(F)F)(F)F)(F)F)(F)F)(CC1CO1)F